N-methyl-N-(2-methylpyrrolidin-3-yl)pyrido[4,3-d]pyrimidin-4-amine CN(C=1C2=C(N=CN1)C=CN=C2)C2C(NCC2)C